ethyl (S)-3-(2',4'-difluorobiphenyl-3-yl)-3-(3-(4-hydroxy-1-methyl-2-oxo-1,2-dihydropyridin-3-yl)ureido)propanoate FC1=C(C=CC(=C1)F)C1=CC(=CC=C1)[C@H](CC(=O)OCC)NC(=O)NC=1C(N(C=CC1O)C)=O